5-(2-chlorobenzyl)-3-(((4-chloropyridin-3-yl)methyl)amino)-4H-benzo[e][1,2,4]thiadiazine 1,1-dioxide ClC1=C(CC2=CC=CC3=C2NC(=NS3(=O)=O)NCC=3C=NC=CC3Cl)C=CC=C1